5-bromo-N-(2,5-dimethylbenzyl)-2-nitroaniline BrC=1C=CC(=C(NCC2=C(C=CC(=C2)C)C)C1)[N+](=O)[O-]